C(C)(C)(C)OC(N(C[C@H]1C(NCC1)=O)N)=O N-amino-N-[[(3S)-2-oxopyrrolidin-3-yl]methyl]carbamic acid tert-butyl ester